3,4-Difluoro-N-{1-[1-(1-hydroxycarbamoylmethyl-2-naphthalen-2-yl-ethyl)-1H-[1,2,3]triazol-4-yl]-1-methyl-ethyl}-benzamide FC=1C=C(C(=O)NC(C)(C)C=2N=NN(C2)C(CC2=CC3=CC=CC=C3C=C2)CC(NO)=O)C=CC1F